(S)-3-(3-(1-methyl-4-oxo-2-oxo-1,2-dihydropyridin-3-yl)ureido)-3-(4-(3-methylbenzyl)phenyl)propanoic acid sodium salt [Na+].CN1C(C(C(C=C1)=O)NC(N[C@@H](CC(=O)[O-])C1=CC=C(C=C1)CC1=CC(=CC=C1)C)=O)=O